N1CCC(CC1)OC1=CC=C2C=CC(OC2=C1)=O 7-(piperidin-4-yloxy)-2H-chromen-2-one